C(C)OC(CCCCCOC1=C(C=C(C(=C1)[N+](=O)[O-])C=O)OC)=O 6-(4-formyl-2-methoxy-5-nitrophenoxy)hexanoic acid ethyl ester